[Na+].[N-](S(=O)(=O)C(F)(F)F)S(=O)(=O)C(F)(F)F Bis(trifluoromethanesulfonyl)imide sodium